BrC1=C2C(=CN(C2=CC(=C1)COS(=O)(=O)C1=CC=C(C=C1)C)S(=O)(=O)C1=CC=C(C)C=C1)F (4-bromo-3-fluoro-1-tosyl-1H-indol-6-yl)methyl-4-methylbenzenesulfonate